(2S,5R)-2-(N-(acetylglucosaminyl) formamidyl)-7-oxo-1,6-diazabicyclo[3.2.1]oct-6-yl hydrogensulfate S(=O)(=O)(O)ON1[C@@H]2CC[C@H](N(C1=O)C2)N(C=O)C2([C@H](N)[C@@H](O)[C@H](O)[C@H](O2)CO)C(C)=O